2-(1H-1,2,3-triazol-1-yl)ethan-1-amine N1(N=NC=C1)CCN